NC1=C(C=C(C=N1)C#CC=1C=C(C=CC1C)NC(=O)NC1=CC(=NN1C=1C=C2C=CC=NC2=CC1)C(C)(C)C)F 1-(3-((6-amino-5-fluoropyridin-3-yl)ethynyl)-4-methylphenyl)-3-(3-(tert-butyl)-1-(quinolin-6-yl)-1H-pyrazol-5-yl)urea